Acetoxymethyl 1-(((1-acetoxyethoxy)carbonyl)oxy)-2,2,5,5-tetraethylpyrrolidine-3-carboxylate C(C)(=O)OC(C)OC(=O)ON1C(C(CC1(CC)CC)C(=O)OCOC(C)=O)(CC)CC